CN1N=C(C=C1C1CCC(CC1)N1C[C@@]2(CCS(C2)(=O)=O)CC1)C(F)(F)F (S)-7-((1s,4R)-4-(1-Methyl-3-(trifluoromethyl)-1H-pyrazol-5-yl)cyclohexyl)-2-thia-7-azaspiro[4.4]nonane 2,2-dioxide